C1(CC1)N1N=C(C=C1)C1=NC2=C(N1C=1C=CC=3N(N1)C(=CN3)C#N)CCC2 6-(2-(1-cyclopropyl-1H-pyrazol-3-yl)-5,6-Dihydrocyclopenta[d]Imidazol-1(4H)-yl)imidazo[1,2-b]Pyridazine-3-carbonitrile